methyl (E,E)-2-{2-[(3-nitrophenyl)methyloximinomethyl]phenyl}-3-methoxyacrylate [N+](=O)([O-])C=1C=C(C=CC1)C\C(\C1=C(C=CC=C1)/C(/C(=O)OC)=C\OC)=N/O